C(C)(=O)C=1C(NC2=CC=C(C=C2C1C1=CC=CC=C1)Cl)=O 3-acetyl-6-chloro-4-phenyl-1H-quinolin-2-one